C1(CC1)C(=O)NC1=CC(=C(N=N1)C(=O)NC([2H])([2H])[2H])NC1=C2N(C3(C=4N(C2=CC=C1)N=C(N4)C)CC3)C 6-(cyclopropanecarboxamido)-4-((2',5'-dimethyl-5'h-spiro[cyclopropane-1,4'-[1,2,4]triazolo[1,5-a]quinoxaline]-6'-yl)amino)-N-(methyl-d3)pyridazine-3-carboxamide